3-(4-tert-butyl-phenyl)-resorcinol C(C)(C)(C)C1=CC=C(C=C1)C1(CC(O)=CC=C1)O